cis-N-[3-[(6-bromo-1-tetrahydropyran-2-yl-indazol-4-yl)oxymethyl]cyclobutyl]carbamic acid tert-butyl ester C(C)(C)(C)OC(N[C@@H]1C[C@@H](C1)COC1=C2C=NN(C2=CC(=C1)Br)C1OCCCC1)=O